methyl-10-(1-(4-aminocyclohexyl)piperidin-4-yl)-4-chloro-7,7-dimethylindolo[1,2-a]quinazolin-5(7H)-one CC1=CC=C(C=2C(N=C3N(C12)C1=CC(=CC=C1C3(C)C)C3CCN(CC3)C3CCC(CC3)N)=O)Cl